N-(1'-(3-((4,4-difluoropiperidin-1-yl)sulfonyl)benzoyl)-4-methylspiro[cyclohexane-1,3'-indolin]-5'-yl)methanesulfonamide FC1(CCN(CC1)S(=O)(=O)C=1C=C(C(=O)N2CC3(C4=CC(=CC=C24)NS(=O)(=O)C)CCC(CC3)C)C=CC1)F